CN(C1=C(C=CC=C1)N(CCCC)C)C1=CC=CC=C1 dimethylbutyl-N-phenyl-phenylenediamine